(5S)-5-[[[6-[2-Chloro-3-[3-chloro-2-[3-[[(2-hydroxy-2-methyl-propyl)amino]methyl]-1-methyl-indol-6-yl]-4-pyridyl]phenyl]-2-methoxy-3-pyridyl]methylamino]methyl]pyrrolidin-2-one ClC1=C(C=CC=C1C1=C(C(=NC=C1)C1=CC=C2C(=CN(C2=C1)C)CNCC(C)(C)O)Cl)C1=CC=C(C(=N1)OC)CNC[C@@H]1CCC(N1)=O